di(3-sulfopropyl)itaconic acid dipotassium salt [K+].[K+].S(=O)(=O)([O-])CCCC(=C(C(=O)O)CC(=O)O)CCCS(=O)(=O)[O-]